[N+](=O)([O-])C=1C(=C(C=O)C=C(C1)[N+](=O)[O-])O 3,5-dinitro-2-hydroxybenzaldehyde